OCCNC(CCCCCCC\C=C/CCCCCCCC)=O N-(hydroxyethyl)oleamide